C1(=CC=CC=C1)N1N=C(C=C1)S(=O)(N)=N 1-phenyl-1H-pyrazole-3-sulfonimidamide